cyclopent-3-en-1,2-diol C1(C(C=CC1)O)O